(2S,4R)-1-((S)-2-(12-aminododecanamido)-3,3-dimethylbutanoyl)-4-hydroxy-N-(4-(4-methylthiazol-5-yl)benzyl)pyrrolidine-2-carboxamide NCCCCCCCCCCCC(=O)N[C@H](C(=O)N1[C@@H](C[C@H](C1)O)C(=O)NCC1=CC=C(C=C1)C1=C(N=CS1)C)C(C)(C)C